2-(2,3-dimethylbut-2-yl)malonic acid CC(C)(C(C)C)C(C(=O)O)C(=O)O